dimethyl 6,6'-((2-(hydroxymethyl)-1,4,10,13-tetraoxa-7,16-diazacyclooctadecane-7,16-diyl)bis(methylene))-dipicolinate OCC1OCCN(CCOCCOCCN(CCOC1)CC1=CC=CC(=N1)C(=O)OC)CC1=CC=CC(=N1)C(=O)OC